C(=O)O.C1(CC1)N1C(=NC2=C1C=C(C=C2)OC2=CC=C(C=C2)F)NC2=CNC=1C2=NC(=CC1)CC 1-Cyclopropyl-N-(5-ethyl-1H-pyrrolo[3,2-b]pyridin-3-yl)-6-(4-fluorophenoxy)-1H-benzo[d]imidazole-2-amine formate